1-[7-(6-hydroxyhex-1-ynyl)-1-methyl-indazol-3-yl]hexahydropyrimidine-2,4-dione OCCCCC#CC=1C=CC=C2C(=NN(C12)C)N1C(NC(CC1)=O)=O